COC1=CC=C2CC[C@@H](C2=C1)N[S@@](=O)C(C)(C)C (S)-N-[(S)-6-methoxy-2,3-dihydro-1H-inden-1-yl]-2-methylpropan-2-sulfinamide